7-(4-amino-2,6-difluoro-phenoxy)-3,4-dihydro-2H-isoquinolin-1-one NC1=CC(=C(OC2=CC=C3CCNC(C3=C2)=O)C(=C1)F)F